C1(=C(C=CC=C1)C1=C(C2=C(OC3=C2C=CC=C3)C=C1)C1=C(C(=C(C=C1)C1=CC=CC=C1)C1=CC=CC=C1)C1=NN=NC=C1)C1=CC=CC=C1 (biphenylyl)[di(phenyl)triazinylphenyl]dibenzofuran